2-(2-(4-(4-amino-5-chloro-2-methoxybenzoylamino)piperidin-1-yl)ethoxy)-4-methylthiazole-5-carboxamide NC1=CC(=C(C(=O)NC2CCN(CC2)CCOC=2SC(=C(N2)C)C(=O)N)C=C1Cl)OC